FC1=CC(=C(C=C1)CC1CC2(CN(C2)C(=O)OC(C)(C)C)C1)S(=O)(=O)C tert-butyl 6-[(4-fluoro-2-methylsulfonyl-phenyl)methyl]-2-azaspiro[3.3]heptane-2-carboxylate